N[C@@H]([C@H](O)C)C(=S)O Thiothreonin